CC=1C=C(C=2C=CC=3N(C2N1)C=C(N3)C=3OC=NN3)C(F)(F)F 2-[2-methyl-4-(trifluoromethyl)imidazo[1,2-a]1,8-naphthyridin-8-yl]-1,3,4-oxadiazole